COC1=CC=C(C=C1)\C=C\CO[C@H]1[C@H](CCC1)CCCCC |r| 1-methoxy-4-((E)-3-((1RS,2SR)-2-pentylcyclopentyloxy)prop-1-enyl)benzene